3-(dimethyl-amino)-propyl-methacrylamide CN(CCCC=C(C(=O)N)C)C